C12(CCC(CC1)CC2)C(=O)O[C@@H]2[C@](O[C@H](C2)N2C1=NC(=NC(=C1N=C2)N)F)(COC(=O)OCC=2OC(OC2C)=O)C#C (2R,3S,5R)-5-(6-amino-2-fluoro-9H-purin-9-yl)-2-ethynyl-2-(((((5-methyl-2-oxo-1,3-dioxol-4-yl)methoxy)carbonyl)oxy) methyl)tetrahydrofuran-3-yl bicyclo[2.2.2]octane-1-carboxylate